ClC1=C(C(=CC=2N(C(=NC21)C)C)C)C2=CC=CN1C(=CC(=C21)CC)C(=O)C2=CC(=C(C(=C2)F)NC(\C=C\CNC2CCC(CC2)OC)=O)F (E)-N-(4-(8-(4-chloro-1,2,6-trimethyl-1H-benzo[d]imidazol-5-yl)-1-ethylindolizine-3-carbonyl)-2,6-difluorophenyl)-4-(((1r,4r)-4-methoxycyclohexyl)amino)but-2-enamide